rac-cis-4-aminooxolan-3-ol N[C@@H]1[C@@H](COC1)O |r|